diethyl 2-benzyl-2-(((2r,3r,4r,5r)-3,4-diacetoxy-5-(6-amino-2-(1-ethoxyvinyl)-9H-purin-9-yl)-3-ethynyl tetrahydrofuran-2-yl)-methoxy)-malonate C(C1=CC=CC=C1)C(C(=O)OCC)(C(=O)OCC)OC[C@H]1O[C@H]([C@@H]([C@]1(C#C)OC(C)=O)OC(C)=O)N1C2=NC(=NC(=C2N=C1)N)C(=C)OCC